1-(2-(5-(4-(hydroxymethyl)phenyl)-1H-imidazol-2-yl)piperidin-1-yl)-2-(methyl-thio)propan-1-one OCC1=CC=C(C=C1)C1=CN=C(N1)C1N(CCCC1)C(C(C)SC)=O